CC1=C(C(=O)C(=O)O)C=CC=C1.C1(=CC=CC=C1)C(C(=O)OC)=O methyl 2-phenyl-2-ketoethanoate (methyl benzoylformate)